3,15-diMethyl-behenic acid CC(CC(=O)O)CCCCCCCCCCCC(CCCCCCC)C